2-[3-(3-chloro-5-fluorophenyl)ureido]-4-chloro-N-(3-hydroxy-propyl)benzamide ClC=1C=C(C=C(C1)F)NC(NC1=C(C(=O)NCCCO)C=CC(=C1)Cl)=O